(2R)-N-[2-(1-benzylpiperidin-4-yl)ethyl]-4-[2-fluoro-4-(trifluoromethyl)phenyl]-2-methylpiperazine-1-carboxamide C(C1=CC=CC=C1)N1CCC(CC1)CCNC(=O)N1[C@@H](CN(CC1)C1=C(C=C(C=C1)C(F)(F)F)F)C